COCO[Si](OC)(OC)C1=CC=CC2=CC=CC=C12 methoxynaphthyl-trimethoxysilane